FC(C1=CC(=NC=2N1N=CC2C(=O)N(CC)CC)C2=CC(=C(C=C2)C)C)F 7-difluoromethyl-5-(3,4-dimethylphenyl)-N,N-diethylpyrazolo[1,5-a]pyrimidine-3-carboxamide